2-(1-(Cyclopropylmethyl)-7-(2-ethyl-6-methylpyridin-3-yl)-3-fluoro-2-(1,2,5,6-tetrahydropyridin-3-yl)-1H-indol-5-yl)(1-methylpyrrolo[3,4-c]pyrazol-5(1H,4H,6H)-yl)methanone C1(CC1)CN1C(=C(C2=CC(=CC(=C12)C=1C(=NC(=CC1)C)CC)N1N(C2=C(C1)CN(C2)C=O)C)F)C=2CNCCC2